ClC=1N=CC(=C2C1NC=C2)NC2=CC=NC1=CC(=CC=C21)C(F)F N-(7-chloro-1H-pyrrolo[2,3-c]pyridin-4-yl)-7-(difluoromethyl)quinolin-4-amine